O=CCCC1=CC=C2CCCN(C2=N1)C(=O)OC(C)(C)C tert-butyl 7-(3-oxopropyl)-3,4-dihydro-1,8-naphthyridine-1(2H)-carboxylate